COC1=NC(=CC=C1NC(=O)C=1C(=NOC1C)C1=CC=CC=C1)C1=C(C=NC=C1)C N-[2-Methoxy-6-(3-methyl-4-pyridyl)-3-pyridyl]-5-methyl-3-phenyl-isoxazole-4-carboxamide